O=C1NC(CCC1N1C(C2=CC=C(C=C2C1=O)NC1CC(C1)OC1=CC=C(C=C1)C(C)(C)C1=CC=C(C=C1)OC=1OC(=CN1)C=1OC(=NN1)C)=O)=O 2-(2,6-dioxopiperidin-3-yl)-5-(((1r,3r)-3-(4-(2-(4-((5-(5-methyl-1,3,4-oxadiazol-2-yl)oxazol-2-yl)oxy)phenyl)propan-2-yl)phenoxy)cyclobutyl)amino)isoindolin-1,3-dione